C1=CC(=CC(=C1)NC2=CC=CC(=C2)N)N (3,3'-bisamino)diphenylamine